diisopropyltin diacetate C(C)(=O)[O-].C(C)(=O)[O-].C(C)(C)[Sn+2]C(C)C